5-(2-fluoro-4-nitrophenoxy)-1,3-dimethyl-1H-pyrazole FC1=C(OC2=CC(=NN2C)C)C=CC(=C1)[N+](=O)[O-]